C(C(=C)C)(=O)OC1=C(C(=O)OC2C(CCC(C2)C)C(C)C)C=CC=C1 2-isopropyl-5-methylcyclohexyl 2-(methacryloxy)benzoate